malonaldehyde bis(phenylimine) monohydrochloride Cl.C1(=CC=CC=C1)N=CCC=NC1=CC=CC=C1